C1(CCC(N1OC(=O)C1=CC=C(CSSC2=NC=CC=C2)C=C1)=O)=O 4-succinimidyl-oxycarbonyl-α-(2-pyridyl-dithio)toluene